N-((E)-3-(2-chlorophenyl)-2-fluorobut-2-en-1-yl)-2-azabicyclo[3.1.0]hexane-3-carboxamide ClC1=C(C=CC=C1)/C(=C(\CNC(=O)C1NC2CC2C1)/F)/C